isopropyl ((R)-(1-((2S,3S,5R)-5-(5-fluoro-2,4-dioxo-3,4-dihydropyrimidin-1(2H)-yl)-3-hydroxytetrahydrofuran-2-yl)cyclopropoxy)(naphthalen-1-yloxy)phosphoryl)-L-alaninate FC=1C(NC(N(C1)[C@H]1C[C@@H]([C@H](O1)C1(CC1)O[P@](=O)(OC1=CC=CC2=CC=CC=C12)N[C@@H](C)C(=O)OC(C)C)O)=O)=O